ClC=1C=NN(C1)C[C@@H](C)C=1N(C=2C(=C3CC[C@@H](N(C3=CC2)C(=O)OC)C)N1)C1CC2(C1)CNCC2 methyl (S)-2-((R)-1-(4-chloro-1H-pyrazol-1-yl)propan-2-yl)-7-methyl-3-(6-azaspiro[3.4]octan-2-yl)-3,7,8,9-tetrahydro-6H-imidazo[4,5-f]quinoline-6-carboxylate